cis-3-(Butylamino)-5-(4-hydroxycyclohexyl)-8-(morpholinomethyl)pyrimido[4,5-c]isoquinolin-6(5H)-one C(CCC)NC=1N=CC2=C(N(C(C=3C=C(C=CC23)CN2CCOCC2)=O)[C@@H]2CC[C@@H](CC2)O)N1